ClC=1C=C(C=CC1F)N(C(=O)[C@H]1N(CCC1)C1=NC(=CC(=C1)C(F)(F)F)C)CC1CN(C1)C (S)-N-(3-chloro-4-fluorophenyl)-1-(6-methyl-4-(trifluoromethyl)pyridin-2-yl)-N-((1-methylazetidin-3-yl)methyl)pyrrolidine-2-carboxamide